tert-butyl 3-(4-(((benzyloxy)carbonyl)amino)-N-methylpiperidine-1-sulfonamido)azetidine-1-carboxylate C(C1=CC=CC=C1)OC(=O)NC1CCN(CC1)S(=O)(=O)N(C)C1CN(C1)C(=O)OC(C)(C)C